(R)-methyl 3-((1-(3-(isothiazol-4-yl)-7-methyl-2-(3-methylisoxazol-4-yl) quinolin-5-yl) ethyl) amino)-6-methoxypicolinate S1N=CC(=C1)C=1C(=NC2=CC(=CC(=C2C1)[C@@H](C)NC=1C(=NC(=CC1)OC)C(=O)OC)C)C=1C(=NOC1)C